triphenyleno[1,12-bcd]furan-1-boronic acid C=1(C=2C3=CC=CC=C3C3=CC=CC=4OC(C2C43)=CC1)B(O)O